FC1(CN(CC1)C(=O)C1=C(C=C(C=C1)F)CNC(=O)C=1C(=NC=C(C1)C=1C=CC=2N(N1)C=C(N2)NC(C)=O)OC)F N-{[2-(3,3-difluoropyrrolidine-1-carbonyl)-5-fluorophenyl]methyl}-5-{2-acetamidoimidazo[1,2-b]pyridazin-6-yl}-2-methoxypyridine-3-carboxamide